FC(C1=NN(C=C1NC(=O)C=1C=NN2C1N=C(C=C2)N2[C@H]1CO[C@@H](C2)C1)C1CCC(CC1)C=O)F N-[3-(difluoromethyl)-1-(4-formylcyclohexyl)pyrazol-4-yl]-5-[(1R,4R)-2-oxa-5-azabicyclo[2.2.1]heptan-5-yl]pyrazolo[1,5-a]pyrimidine-3-carboxamide